CC1=C(OC2=C(C=C(C=C2)C(C)(C)O)C=2C3=C(C(N(C2)C)=C=O)N(C(=C3)C(=O)NCC)S(=O)(=O)CC3=CC=CC=C3)C(=CC(=C1)S(=O)(=N)C)C 4-(2-(2,6-dimethyl-4-(S-methylsulphonimidoyl)phenoxy)-5-(2-hydroxypropan-2-yl)phenyl)-N-ethyl-6-methyl-7-carbonyl-1-toluenesulfonyl-6,7-dihydro-1H-pyrrolo[2,3-c]pyridine-2-carboxamide